C1(=CC=CC2=CC=CC=C12)C=1C(=C(C(C2(C(C3(C(C(C(C(C3=CC12)([2H])[2H])([2H])[2H])([2H])[2H])([2H])[2H])[2H])([2H])[2H])[2H])([2H])[2H])[2H])C1=C(C=CC=C1)C1=CC=CC=2C3=CC=CC=C3C=CC12 naphthyl-(phenanthrenylphenyl)anthracene-d15